rel-3-(5-(difluoromethyl)-1,3,4-thiadiazol-2-yl)-8-((1S,9aR)-1-(hydroxymethyl)hexahydropyrazino[2,1-c][1,4]oxazin-8(1H)-yl)-N-(1-methylcyclopropyl)imidazo[1,5-a]pyridine-6-sulfonamide FC(C1=NN=C(S1)C1=NC=C2N1C=C(C=C2N2C[C@@H]1[C@H](OCCN1CC2)CO)S(=O)(=O)NC2(CC2)C)F |o1:18,19|